1,2-dichloro-4-isothiocyanatobenzene ClC1=C(C=C(C=C1)N=C=S)Cl